1-isodecyl alcohol C(CCCCCCC(C)C)O